ClC1=CC=CC=2OC3=C(C21)C=CC=2C=CC=CC23 7-chlorobenzo[b]naphtho[2,1-d]furan